tert-butyl 1,2-diazepine-1-carboxylate N1(N=CC=CC=C1)C(=O)OC(C)(C)C